N1=CC=C(C=C1)C=1N=C2N(C=CN=C2)C1NC1=CC(=CC=C1)C(F)(F)F 2-(pyridin-4-yl)-N-(3-(trifluoromethyl)phenyl)imidazo[1,2-a]pyrazin-3-amine